(2R)-2-{6-[5-chloro-2-(methylamino)pyrimidin-4-yl]-1-oxo-2,3-dihydro-1H-isoindol-2-yl}-N-[(1S,2S)-1-(2-fluoro-5-methylphenyl)-2-hydroxybutyl]propanamide ClC=1C(=NC(=NC1)NC)C1=CC=C2CN(C(C2=C1)=O)[C@@H](C(=O)N[C@H]([C@H](CC)O)C1=C(C=CC(=C1)C)F)C